C1COC2=CC=CC=C21 The molecule is a member of the class of 1-benzofurans that is the 2,3-dihydroderivative of benzofuran. It has a role as a metabolite.